COC[C@]1([C@@H](C1)C=C)C(=O)OC |r| methyl rac-(1S,2S)-1-(methoxymethyl)-2-vinylcyclopropane-1-carboxylate